5-(1-amino-2-azidoethyl)thiophene-3-carbonitrile NC(CN=[N+]=[N-])C1=CC(=CS1)C#N